OC[C@@H](C)NC(=O)C1=CC=C2C(=CC(=NC2=C1)C1=CC=C(C=C1)OC(F)(F)F)C (R)-N-(1-hydroxypropan-2-yl)-4-methyl-2-(4-(trifluoromethoxy)phenyl)quinoline-7-carboxamide